(R)-6-(3-(methyl(7H-pyrrolo[2,3-d]pyrimidin-4-yl)amino)pyrrolidin-1-yl)-N-(thiazol-2-yl)nicotinamide CN([C@H]1CN(CC1)C1=NC=C(C(=O)NC=2SC=CN2)C=C1)C=1C2=C(N=CN1)NC=C2